C(C)(C)OC=1C(=CC=2C(N1)=NN(C2)C[C@H]2COCC2)C(=O)NC=2C=NN1C2N=CC(=C1)C (S)-6-isopropoxy-N-(6-methylpyrazolo[1,5-a]pyrimidin-3-yl)-2-((tetrahydrofuran-3-yl)methyl)-2H-pyrazolo[3,4-b]pyridine-5-carboxamide